C(CCC)SC1=C2N(C=NC2=NC(=N1)F)C(C)=O 1-(6-(butylthio)-2-fluoro-7H-purin-7-yl)ethan-1-one